methyl (R)-4-bromo-5-chloro-6-fluoro-2-phenylindoline-2-carboxylate BrC1=C2C[C@](NC2=CC(=C1Cl)F)(C(=O)OC)C1=CC=CC=C1